FC(CN1C(=NC2=C1C=C(C=C2)C=2C=CN1N=C(N=C(C12)OC)N[C@H]1[C@H](CN(CC1)CCOC)F)C)F 5-(1-(2,2-difluoroethyl)-2-methyl-1H-benzo[d]imidazol-6-yl)-N-((3S,4R)-3-fluoro-1-(2-methoxyethyl)piperidin-4-yl)-4-methoxypyrrolo[2,1-f][1,2,4]triazin-2-amine